2-(2-methoxy-5-methyl-3-pyridyl)-7,8-dihydro-6H-pyrimido[5,4-b][1,4]oxazin-4-amine COC1=NC=C(C=C1C=1N=C(C=2OCCNC2N1)N)C